2,3,4,5,6-pentamethylcyclohexane CC1CC(C(C(C1C)C)C)C